C(CCCCCCCCCCCCCC=CCC=CCCCCC)N tetracosan-15,18-dien-1-amine